(S)-3-(2,4-difluorophenyl)-N-(8-(3-hydroxyl-3-methylbut-1-yn-1-yl)-5-methyl-4-oxo-2,3,4,5-tetrahydrobenzo[b][1,4]oxazepine-3-yl)imidazo[2,1-b]thiazole-6-carboxamide FC1=C(C=CC(=C1)F)C=1N2C(SC1)=NC(=C2)C(=O)N[C@@H]2C(N(C1=C(OC2)C=C(C=C1)C#CC(C)(C)O)C)=O